C1(CC1)C1=NC=NC(=C1C=1N=C2CCCC=3C2=C(N1)N(N3)CC3=C(C=C(C=C3)C=3N(C=C(N3)C(F)(F)F)C)F)OC 4-(4-cyclopropyl-6-methoxypyrimidin-5-yl)-2-(2-fluoro-4-(1-methyl-4-(trifluoromethyl)-1H-imidazol-2-yl)benzyl)-2,6,7,8-tetrahydropyrazolo[3,4,5-de]quinazoline